furyl-styrene methyl-cis-3-carbamoylcyclopentane-1-carboxylate COC(=O)[C@@H]1C[C@@H](CC1)C(N)=O.O1C(=CC=C1)C=CC1=CC=CC=C1